aluminum magnesium-calcium sulfate S(=O)(=O)([O-])[O-].[Ca+2].[Mg+2].[Al+3]